5-[4-amino-5-(trifluoromethyl)pyrrolo-[2,1-f][1,2,4]triazin-7-yl]-3-fluoro-N-[(3R,4S)-4-fluoro-1-(5-fluoropyridine-3-carbonyl)pyrrolidin-3-yl]-2-methyl-benzamide NC1=NC=NN2C1=C(C=C2C=2C=C(C(=C(C(=O)N[C@@H]1CN(C[C@@H]1F)C(=O)C=1C=NC=C(C1)F)C2)C)F)C(F)(F)F